(2-aminoethyl)carboxamide NCCC(=O)N